2-[4-[2-(2,6-dioxopiperidin-3-yl)-1,3-dioxoisoindol-5-yl]piperazin-1-yl]acetaldehyde O=C1NC(CCC1N1C(C2=CC=C(C=C2C1=O)N1CCN(CC1)CC=O)=O)=O